1,2-bis(2,4,5-trimethyl-3-thienyl)-cis-1,2-dicyanoethylene CC=1SC(=C(C1C(=C(C#N)C1=C(SC(=C1C)C)C)C#N)C)C